3-(1-oxo-5-(6-(piperazin-1-yl)-2-azaspiro[3.3]heptan-2-yl)isoindolin-2-yl)piperidine-2,6-dione O=C1N(CC2=CC(=CC=C12)N1CC2(C1)CC(C2)N2CCNCC2)C2C(NC(CC2)=O)=O